CNCCNC(=O)C1CCNCC1 N-(2-(methylamino)ethyl)piperidine-4-carboxamide